FC(C1=NN2C(N=C(C=C2NCC(C)(C2=CC=CC=C2)C2CN(C2)C(=O)N)C(F)(F)F)=C1)(F)F 3-(1-((2,5-Bis(trifluoromethyl)pyrazolo[1,5-a]pyrimidin-7-yl)amino)-2-phenylpropan-2-yl)azetidine-1-carboxamide